BrC1=C(C=C2C(=CC=NC2=C1)C(=O)OCC)N1[C@H](COC[C@H]1C)C Ethyl 7-bromo-6-((3S,5R)-3,5-dimethylmorpholino)quinoline-4-carboxylate